7-benzyl 5-(tert-butyl) 2-(2-hydroxy-4-(trifluoromethyl)phenyl)-3,4,5a,6,8,9-hexahydro-2H-1,2,5,7-tetraazabenzo[cd]azulene-5,7-dicarboxylate OC1=C(C=CC(=C1)C(F)(F)F)N1N=C2CCN(CC3C2=C1CCN3C(=O)OC(C)(C)C)C(=O)OCC3=CC=CC=C3